3-(s)-ethyl-morpholine C(C)[C@@H]1NCCOC1